ClC1=C(C=C(NC2=NN(C3=C2C=NC(=C3)C(=O)N3CCOCCC3)CC(F)(F)F)C=C1)F [3-(4-chloro-3-fluoroanilino)-1-(2,2,2-trifluoroethyl)pyrazolo[4,3-c]pyridin-6-yl]-(1,4-oxazepan-4-yl)methanone